N=1NC(C=C2C1C=CC=N2)=O pyridopyridazin-3(2H)-one